O([C@@H]1[C@H](O)[C@@H](O)C[C@H](O1)CO)C Methyl 4-deoxy-α-D-gluco-pyranoside